CC=1N=CC(=C2C1NC=C2)NC2=C(C(NC=C2)=O)C(=O)NC2=CC=C(C=C2)N2CCN(CC2)C 4-((7-Methyl-1H-pyrrolo[2,3-c]pyridin-4-yl)amino)-N-(4-(4-methylpiperazin-1-yl)phenyl)-2-oxo-1,2-dihydropyridine-3-carboxamide